C(#N)CNC(=O)C1=CSC2=C1N=C(N=C2)NC2=CC=C(C=C2)N2CCOCC2 N-(cyanomethyl)-2-(4-morpholinophenylamino)thieno[3,2-d]pyrimidine-7-carboxamide